6'-(3-fluorophenyl)-2'-oxo-1',4'-dihydro-2'H-spiro[pyrrolidine-3,3'-quinoline]-1-carbonitrile FC=1C=C(C=CC1)C=1C=C2CC3(C(NC2=CC1)=O)CN(CC3)C#N